ClC=1C(=CC2=C(C[C@](O2)(C2=CC=CC=C2)CO)C1B1OC(C(O1)(C)C)(C)C)F (S)-(5-Chloro-6-fluoro-2-phenyl-4-(4,4,5,5-tetramethyl-1,3,2-dioxaborolan-2-yl)-2,3-dihydrobenzofuran-2-yl)methanol